NCC1=CC(=C(C=C1)NC(=O)C1=CC2=C(OCCC3=C2SC=C3)C=C1C=1C(=NC(=CC1)N1CCOCC1)C(=O)O)C 3-(9-((4-(aminomethyl)-2-methylphenyl)carbamoyl)-4,5-dihydrobenzo[b]thieno[2,3-d]oxepin-8-yl)-6-morpholinopicolinic acid